ClC=1C=C(C=CC1OC1CC1)[C@H]([C@@H](CN1CCCC1)NC(=O)[C@@H]1CN(CC1)C1=CC=2CCCCC2C=C1)O (S)-N-((1R,2R)-1-(3-chloro-4-cyclopropoxyphenyl)-1-hydroxy-3-(pyrrolidin-1-yl)propan-2-yl)-1-(5,6,7,8-tetrahydronaphthalen-2-yl)pyrrolidine-3-carboxamide